OC=1C=C2CC[C@@H]([C@@H](C2=CC1)C1=CC=C(C=C1)N1CCC(CC1)CN1CCN(CC1)C=1C=C2CN(C(C2=CC1)=O)[C@H]1C(NC(CC1)=O)=O)C1=CC=CC=C1 (R)-3-(5-(4-((1-(4-((1R,2S)-6-Hydroxy-2-phenyl-1,2,3,4-tetrahydronaphthalen-1-yl)phenyl)piperidin-4-yl)methyl)piperazin-1-yl)-1-oxoisoindolin-2-yl)piperidine-2,6-dione